(S)-2-((((9H-fluoren-9-yl)methoxy)carbonyl)amino)-4-(3,5-difluoro-4-(trifluoromethyl)phenyl)butanoic acid C1=CC=CC=2C3=CC=CC=C3C(C12)COC(=O)N[C@H](C(=O)O)CCC1=CC(=C(C(=C1)F)C(F)(F)F)F